5-(3H-[1,2,3]triazolo[4,5-d]pyrimidin-5-yl)-N-(4-(cyclopentyloxy)phenyl)-2-fluorobenzamide N1=NNC=2N=C(N=CC21)C=2C=CC(=C(C(=O)NC1=CC=C(C=C1)OC1CCCC1)C2)F